C1(=CCCCC1)C1=CN=C(S1)NC(CCNC1=NC=CC2=CC=C(C=C12)C1=NOC(=N1)C)=O N-[5-(cyclohexen-1-yl)thiazol-2-yl]-3-[[7-(5-methyl-1,2,4-oxadiazol-3-yl)-1-isoquinolyl]amino]-propanamide